C(#N)[C@H](CC1C(NCCC1)=O)NC(C(CC1CC1)NC(=O)C=1NC=CN1)=O N-(1-(((1S)-1-cyano-2-(2-oxopiperidin-3-yl)ethyl)amino)-3-cyclopropyl-1-oxopropan-2-yl)-1H-imidazole-2-carboxamide